C(C)[C@@H]1N(C[C@H](N(C1)C(C)C1=CC=C(C=C1)C)CC)C=1C=2C(N(C(C1)=O)C)=CN(N2)CC#N 2-(7-((2S,5R)-2,5-diethyl-4-(1-(p-tolyl)ethyl)piperazin-1-yl)-4-methyl-5-oxo-4,5-dihydro-2H-pyrazolo[4,3-b]Pyridin-2-yl)acetonitrile